(R)-N-(1-(2-chloro-6-fluorophenyl)-1,4,5,7-tetrahydropyrano[3,4-c]pyrazol-4-yl)-5,6,7,8-tetrahydroimidazo[1,5-a]pyridine-3-carboxamide ClC1=C(C(=CC=C1)F)N1N=CC2=C1COC[C@@H]2NC(=O)C2=NC=C1N2CCCC1